C(N)(=O)C1CCC(CC1)N1C2=NC(=NC=C2N=C1NC1=C(C=C(C=C1Cl)C#N)Cl)N[C@H]1CN(CCC1)C(=O)OC (R)-methyl 3-(9-((1s,4S)-4-carbamoylcyclohexyl)-8-(2,6-dichloro-4-cyanophenylamino)-9H-purin-2-ylamino)piperidine-1-carboxylate